(2S,3S,4S,5R,6S)-6-((4-((1S,3S,5R)-3-ethoxy-8-((5-methoxy-7-methyl-1H-indol-4-yl)methyl)-8-azabicyclo[3.2.1]oct-1-yl)benzoyl)oxy)-3,4,5-trihydroxy-tetrahydro-2H-pyran-2-carboxylic acid C(C)O[C@@H]1C[C@@]2(CC[C@H](C1)N2CC2=C1C=CNC1=C(C=C2OC)C)C2=CC=C(C(=O)O[C@H]1[C@@H]([C@H]([C@@H]([C@H](O1)C(=O)O)O)O)O)C=C2